(1S)-1-[3-(3,3-difluoro-1-piperidyl)-1,2,4-oxadiazol-5-yl]ethanamine hydrochloride Cl.FC1(CN(CCC1)C1=NOC(=N1)[C@H](C)N)F